CC1=NOC(=C1C1=CC=C2C=3N([C@H](COC31)C3=NC=CC=C3)C(=N2)N2CCC(CC2)C#N)C 1-[(4S)-7-(3,5-dimethylisoxazol-4-yl)-4-pyridin-2-yl-4,5-dihydroimidazo[1,5,4-de][1,4]benzoxazin-2-yl]piperidine-4-carbonitrile